3-(5-(((1S,2R)-2-(4-methoxy-4-methylpiperidin-1-yl)cyclopentyl)oxy)-1-oxoisoindolin-2-yl)piperidine-2,6-dione COC1(CCN(CC1)[C@H]1[C@H](CCC1)OC=1C=C2CN(C(C2=CC1)=O)C1C(NC(CC1)=O)=O)C